6-((5-hydroxy-2-oxo-4-phenyl-2H-chromen-7-yl)oxy)hexanoic acid OC1=C2C(=CC(OC2=CC(=C1)OCCCCCC(=O)O)=O)C1=CC=CC=C1